2-(ethoxymethyl)-9,9-dimethyl-6-(piperazin-1-yl)-9,10-dihydroacridine C(C)OCC1=CC=2C(C3=CC=C(C=C3NC2C=C1)N1CCNCC1)(C)C